[O].[Ti].[Nb] niobium-titanium oxygen